tert-butyl methyl(2-(4-methyl-3-((2,2,2-trifluoro-1-(naphthalen-1-yl)ethyl)carbamoyl)phenoxy)ethyl)carbamate CN(C(OC(C)(C)C)=O)CCOC1=CC(=C(C=C1)C)C(NC(C(F)(F)F)C1=CC=CC2=CC=CC=C12)=O